FC1=CC(=C2C=CN(C2=C1)S(=O)(=O)C1=CC=C(C)C=C1)CC=O 6-fluoro-4-(2-oxoethyl)-1-tosyl-1H-indol